NC1=NC=CC(=N1)C=1C2=C(C(=NC1)NCC=1C=C(C(=O)NCC3CC3)C=CC1)CCO2 3-(((7-(2-Aminopyrimidin-4-yl)-2,3-dihydrofuro[3,2-c]pyridin-4-yl)amino)methyl)-N-(cyclopropylmethyl)benzamid